C[C@@]1(N=C[C@H]2[C@@H]1C(N(C2=O)C2=CC=CC=C2)=O)P(OCC)(=O)OCC |r| diethyl (1RS,3aRS,6aRS)-1-methyl-4,6-dioxo-5-phenyl-1,3a,4,5,6,6a-hexahydropyrrolo[3,4-c]pyrrole-1-phosphonate